FC1=CC=C(C=C1)C(N1C[C@@H](N(C[C@H]1C)C1=C(C(N(C=2C=CC(=NC12)C#N)C)=O)[N+](=O)[O-])C)C1=CC=C(C=C1)F 8-((2s,5r)-4-(bis(4-fluorophenyl)methyl)-2,5-dimethylpiperazin-1-yl)-5-methyl-7-nitro-6-oxo-5,6-dihydro-1,5-naphthyridine-2-carbonitrile